C(C)(C)(C)OC(=O)C1=NC(=C(C=C1)C1=CC=C(C=C1)N)C.FP(OCCCCC)F difluoro(pentyloxy)phosphane tert-butyl-5-(4-aminophenyl)-6-methylpyridine-2-carboxylate